N-(3-(6-(1H-benzo[d]imidazol-2-yl)picolinoyl)-3-azabicyclo[3.1.0]hexan-6-yl)-2-(pyridin-2-ylamino)isonicotinamide N1C(=NC2=C1C=CC=C2)C2=CC=CC(=N2)C(=O)N2CC1C(C1C2)NC(C2=CC(=NC=C2)NC2=NC=CC=C2)=O